CN[C@@H]1C(O)O[C@H]([C@@H]([C@H]1O)O)CO 2-Deoxy-2-methylamino-L-glucopyranose